(S) or (R)-N-(amino(4-(2-hydroxypropan-2-yl)thiazol-2-yl)(oxo)-λ6-sulfaneylidene)-2-(3-fluoro-2,6-diisopropylphenyl)acetamide N[S@@](=NC(CC1=C(C(=CC=C1C(C)C)F)C(C)C)=O)(=O)C=1SC=C(N1)C(C)(C)O |o1:1|